3,5-dimethyl-2,4-dichlorophenol CC=1C(=C(C=C(C1Cl)C)O)Cl